3-chloro-5-((1-((5-(5-fluoropyridin-3-yl)-6-oxo-1,6-dihydropyridazin-3-yl)methyl)-6-oxo-4-(trifluoromethyl)-1,6-dihydropyrimidin-5-yl)oxy)benzonitrile ClC=1C=C(C#N)C=C(C1)OC1=C(N=CN(C1=O)CC1=NNC(C(=C1)C=1C=NC=C(C1)F)=O)C(F)(F)F